C(C1=CC=CC=C1)OC(=O)N[C@@H](C(C)C)C(=O)O N-(benzyloxycarbonyl)valine